FC1(CCC1)CNCC=1C=CC=2N(C1)C=C(N2)CN2C(C1=CN=CC(=C1C=C2)C2=CC=CC=C2)=O 2-{[6-(([(1-fluorocyclobutyl)methyl]amino)methyl)imidazo[1,2-a]pyridin-2-yl]methyl}-5-phenyl-1,2-dihydro-2,7-naphthyridin-1-one